NC=1C=C(C(=O)OC)C=CC1C methyl 3-amino-4-methylbenzoate